Cl[Na].N12C[C@@H](C(CC1)CC2)OC=2C=C(C(=O)O)C=C(C2)C=2SC(=CN2)CC 3-[(3R)-1-azabicyclo[2.2.2]oct-3-yloxy]-5-(5-ethyl-1,3-thiazol-2-yl)benzoic acid-chlorosodium salt